2-[2-[[(benzyloxy)formyl]amino]-4-thiazolyl]-2-pentenedioic acid C(C1=CC=CC=C1)OC(=O)NC=1SC=C(N1)C(C(=O)O)=CCC(=O)O